COC1=CC=C(/C=C/C(=O)C(=O)[C])C=C1 trans-p-methoxycinnamoylCarbonyl-carbon